CO[C@@H](COC1=NC(=NC=C1C(F)(F)F)N[C@H]1C[C@H](CCC1)C1=NN=C2N1C=CC=C2)C 4-[(2R)-2-methoxypropoxy]-N-[(1R,3S)-3-([1,2,4]triazolo[4,3-a]pyridin-3-yl)cyclohexyl]-5-(trifluoromethyl)pyrimidin-2-amine